C(C)(=O)N1CC(C1)C(=O)Cl 1-acetylazetidine-3-carbonyl chloride